tris(2-hydroxyethyl)ammonium (2,4-dichlorophenoxy)acetate ClC1=C(OCC(=O)[O-])C=CC(=C1)Cl.OCC[NH+](CCO)CCO